C(C)(C)(C)OC(=O)N1C2CN(CC1CC2)C=2C=CC(=C(C(=O)O)C2)C 5-(8-(tert-Butoxycarbonyl)-3,8-diazabicyclo[3.2.1]octan-3-yl)-2-methylbenzoic acid